ClC1=CC=C(OC2=C(C=C(C=C2F)S(=O)(=O)N2C3(CN(CC2CC3)C(CC3=CC=NC=C3)=O)C(=O)NO)F)C=C1 8-((4-(4-chloro-phenoxy)-3,5-difluoro-phenyl)-sulfonyl)-N-hydroxy-3-(2-(pyridin-4-yl)-acetyl)-3,8-diazabicyclo-[3.2.1]octane-1-carboxamide